FC=1C(=NC=CC1)CCN1CCC2(CN(C[C@@H](O2)C)CCC)CC1 (S)-9-(2-(3-fluoropyridin-2-yl)ethyl)-2-methyl-4-propyl-1-oxa-4,9-diazaspiro[5.5]undecane